C(CCCCCCC)C(C(=O)O)=C.C(C=C)(=O)OCCCCCCCC n-octyl acrylate (n-octyl acrylate)